N-[[6-[3-(N-Methylanilino)propylamino]-2-pyridyl]sulfonyl]-2-(2,2,4-trimethylpyrrolidin-1-yl)pyridin-3-carboxamid CN(C1=CC=CC=C1)CCCNC1=CC=CC(=N1)S(=O)(=O)NC(=O)C=1C(=NC=CC1)N1C(CC(C1)C)(C)C